(S)-4-chloro-2-(1-((3-(2-hydroxypropan-2-yl)phenyl)sulfonyl)piperidin-4-yl)-5-(((tetrahydro-2H-pyran-3-yl)methyl)amino)pyridazin-3(2H)-one ClC=1C(N(N=CC1NC[C@H]1COCCC1)C1CCN(CC1)S(=O)(=O)C1=CC(=CC=C1)C(C)(C)O)=O